3-methoxy-7-nitro-1-phenyl-1H-benzo[g]indazol-5-ol COC1=NN(C2=C3C(=C(C=C12)O)C=C(C=C3)[N+](=O)[O-])C3=CC=CC=C3